ClC1=NC(=CC(=C1)C=1C(=NN2C1N=C(C=C2)N[C@@H]2COCC2)C=2C=C(C#N)C=CC2)C 3-[3-(2-chloro-6-methyl-4-pyridinyl)-5-[[(3S)-tetrahydrofuran-3-yl]amino]pyrazolo[1,5-a]pyrimidin-2-yl]benzonitrile